N-(4-(5-(5-chloro-1H-indol-2-yl)-1,3,4-oxadiazol-2-yl)cyclohexyl)-2-(4-chlorophenoxy)acetamide ClC=1C=C2C=C(NC2=CC1)C1=NN=C(O1)C1CCC(CC1)NC(COC1=CC=C(C=C1)Cl)=O